2,2-bis(3-(methylsulfonylamino)-4-hydroxyphenyl)hexafluoropropane CS(=O)(=O)NC=1C=C(C=CC1O)C(C(F)(F)F)(C(F)(F)F)C1=CC(=C(C=C1)O)NS(=O)(=O)C